C(C(C)C)C1=NC(=C2C(=N1)N(N=C2)C(C)C)NC=2N=CN(C2)C2=CC(=C(C(=C2)OC)OC)OC 6-isobutyl-1-isopropyl-N-(1-(3,4,5-trimethoxyphenyl)-1H-imidazol-4-yl)-1H-pyrazolo[3,4-d]pyrimidin-4-amine